Methyl (S)-3-(2'-methyl-6'-(pent-4-en-1-yloxy)-[1,1'-biphenyl]-3-yl)-3-((S)-2-(2-oxo-5-(2-(pyrrolidin-1-yl)ethyl)pyridin-1(2H)-yl)pent-4-enamido)propanoate CC1=C(C(=CC=C1)OCCCC=C)C1=CC(=CC=C1)[C@H](CC(=O)OC)NC([C@H](CC=C)N1C(C=CC(=C1)CCN1CCCC1)=O)=O